1-(5,5-dimethyl-1-cyclohexenyl)pent-4-en CC1(CCC=C(C1)CCCC=C)C